5-((8-((R)-3-(4-amino-3-(4-phenoxyphenyl)-1H-pyrazolo[3,4-d]pyrimidin-1-yl)piperidin-1-yl)-8-oxooctyl)thio)-2-(2,6-dioxopiperidin-3-yl)-6-fluoroisoindoline-1,3-dione NC1=C2C(=NC=N1)N(N=C2C2=CC=C(C=C2)OC2=CC=CC=C2)[C@H]2CN(CCC2)C(CCCCCCCSC=2C=C1C(N(C(C1=CC2F)=O)C2C(NC(CC2)=O)=O)=O)=O